COC=1C=C(C=CC1)C(C#C)OC(C#C)C1=CC(=CC=C1)OC 3-methoxyphenylpropargyl ether